CC1(CC(=CC=N1)NC1=NC=CC=C1\C(=C/C)\C1=CC=CC=C1)C (Z)-6,6-dimethyl-4-((3-(1-phenylprop-1-en-1-yl)pyridin-2-yl)amino)-5,6-dihydropyridin